Cl.N1C[C@H](CC1)N1C(NC=2C1=NC=CC2)=O (S)-3-(Pyrrolidin-3-yl)-1,3-dihydro-2H-imidazo[4,5-b]pyridin-2-one Hydrochloride